7-octenyl-(3-butenyl)dichlorosilane C(CCCCCC=C)[Si](Cl)(Cl)CCC=C